C[Si](C)(C)C#CC=1C=C(C=CC1)C(C)=O 1-(3-((trimethylsilyl)ethynyl)phenyl)ethan-1-one